C(C)(C)(C)OC=1C=C(C=CC1OC(C)(C)C)[S+](C1=CC(=C(C=C1)OC(C)(C)C)OC(C)(C)C)C1=CC(=C(C=C1)OC(C)(C)C)OC(C)(C)C tris(3,4-di-tert-butoxyphenyl)sulfonium